FC(C=1N=NC2=C(C=C(C=C2C1)C(=O)N)OC)F 3-(difluoromethyl)-8-methoxycinnoline-6-carboxamide